3-(1-(3-methacrylamidopropyl)-1H-imidazol-3-ium-3-yl)propanoate C(C(=C)C)(=O)NCCCN1C=[N+](C=C1)CCC(=O)[O-]